FC=1C=C(C=C(C1)F)[C@@H]1CCCC=2N1C(N(N2)C21CC(C2)(C1)C#N)=O (S)-3-(5-(3,5-difluorophenyl)-3-oxo-5,6,7,8-tetrahydro-[1,2,4]triazolo[4,3-a]pyridin-2(3H)-yl)bicyclo[1.1.1]pentane-1-carbonitrile